2-(1H-benzo[d][1,2,3]triazol-1-yl)-N-(4-(3,5-dicyclopropyl-1H-pyrazol-1-yl)-3-fluorophenyl)acetamide N1(N=NC2=C1C=CC=C2)CC(=O)NC2=CC(=C(C=C2)N2N=C(C=C2C2CC2)C2CC2)F